ClC1=C2C=C(N(C2=CC=C1Cl)C)C(=O)NC1(COCC1)C1=CC=C(C=C1)C(C(=O)O)C(C)C (±)-2-(4-(3-(4,5-Dichloro-1-methyl-1H-indole-2-carboxamido)tetrahydro-furan-3-yl)phenyl)-3-methylbutanoic acid